3-(trimethylsilyl)prop-2-yn-1-ol C[Si](C#CCO)(C)C